Br[Si]1(C[SiH](C1)C)Br 1,1-dibromo-3-methyl-1,3-disilacyclobutane